C(C1=CC=CC=C1)N1CC=2N=C(N=C(C2CC1)NC=1N=CN(C1)C1=CC(=C(C(=C1)OC)OC)OC)N1[C@@H](CCC1)CO (S)-(1-(7-benzyl-4-((1-(3,4,5-trimethoxyphenyl)-1H-imidazol-4-yl)amino)-5,6,7,8-tetrahydropyrido[3,4-d]pyrimidin-2-yl)pyrrolidin-2-yl)methanol